CC=1SC(=CN1)C(=O)[O-] 2-methylthiazole-5-carboxylate